3-[2-[(3S)-1-(2-bromo-4-formyl-5-nitro-phenyl)pyrrolidin-3-yl]oxyethoxy]benzonitrile BrC1=C(C=C(C(=C1)C=O)[N+](=O)[O-])N1C[C@H](CC1)OCCOC=1C=C(C#N)C=CC1